N[C@H]1CCC=2C=3C1=C1C(=NC3C=C(C2C)F)C2=CC3=C(C(N2C1)=O)COC([C@]3(O)CC)=O (1S,9S)-1-amino-9-ethyl-5-fluoro-1,2,3,9,12,15-hexahydro-9-hydroxy-4-methyl-10H,13H-benzo(de)pyrano(3',4':6,7)indolizino(1,2-b)quinoline-10,13-dione